CO[Si](OC)(OC)CCCNCCC[Si](OC)(OC)OC bis[trimethoxysilylpropyl]amine